manganese-lithium tetrafluoroborate F[B-](F)(F)F.[Li+].[Mn+2].F[B-](F)(F)F.F[B-](F)(F)F